FC(C(=O)OCC)C(C(=O)OCC)=O diethyl 2-fluoro-3-oxo-succinate